C(C)C1(CN(C1)C=1C=C2C(=CC=NC2=CC1)C(=O)O)C 6-(3-ethyl-3-methylazetidin-1-yl)quinoline-4-carboxylic acid